Cl.FC=1C(=NC(=NC1)NC1=NC=C(C=C1)CN1CCNCC1)C1=CC2=C(N=C(S2)N(C)C)C=C1 6-(5-fluoro-2-((5-(piperazine-1-yl-methyl)pyridine-2-yl)amino)pyrimidine-4-yl)-N,N-dimethylbenzothiazole-2-amine hydrochloride